(6-((3S,4S)-4-amino-3-methyl-2-oxa-8-azaspiro[4.5]decan-8-yl)-3-((1-methyl-1H-pyrazol-3-yl)ethynyl)-1H-pyrazolo[3,4-b]pyrazin-5-yl)methanol N[C@@H]1[C@@H](OCC12CCN(CC2)C2=C(N=C1C(=N2)NN=C1C#CC1=NN(C=C1)C)CO)C